BrC=1C=NC=C(C1CC1N(C(C2=CC=CC=C12)=O)CC1CC2(C1)OC(N(C2)C(=O)OC(C)(C)C)=O)Cl tert-butyl 2-((1-((3-bromo-5-chloropyridin-4-yl) methyl)-3-oxoisoindolin-2-yl) methyl)-6-oxo-5-oxa-7-azaspiro[3.4]octane-7-carboxylate